FC(C1=NN=C(C2=CC=CC=C12)S)(F)F 4-(trifluoromethyl)phthalazine-1-thiol